calcium γ-hydroxybutyrate OCCCC(=O)[O-].[Ca+2].OCCCC(=O)[O-]